Tert-butyl (3-((1-(1-(2,6-dioxopiperidin-3-yl)-3-methyl-2-oxo-2,3-dihydro-1H-benzo[d]imidazol-5-yl)piperidin-4-yl)oxy)propyl)(methyl)carbamate O=C1NC(CCC1N1C(N(C2=C1C=CC(=C2)N2CCC(CC2)OCCCN(C(OC(C)(C)C)=O)C)C)=O)=O